1-aza-4,6-dioxabicyclo[3.3.0]octane N12CCOC2OCC1